FC1=CC=C(C=C1)N1N=C(C2=CC=CC=C2C1=O)C1=C(C=CC=C1)\C=[N+](\C)/[O-] (Z)-1-(2-(3-(4-Fluorophenyl)-4-oxo-3,4-dihydrophthalazin-1-yl)phenyl)-N-methylmethanimine Oxide